(3S)-3-(5-chlorothiophene-2-yl)-3-hydroxypropionitrile ClC1=CC=C(S1)[C@H](CC#N)O